COC=1C=C(C=CC1N1N=C(C=2C=NC(=CC21)C=2C=NN1C2N=CC=C1)NCCN1CCOCC1)NS(=O)(=O)C N-(3-methoxy-4-(3-((2-morpholinoethyl)amino)-6-(pyrazolo[1,5-a]pyrimidin-3-yl)-1H-pyrazolo[4,3-c]pyridin-1-yl)phenyl)methanesulfonamide